FC1(CC(C1)C1=NNC(=N1)C1CC2(CN(C2)C(=O)N2CC3(C2)CC(C3)CC3=C(C=C(C#N)C=C3)F)C1)F 4-[[2-[6-[3-(3,3-difluorocyclobutyl)-1H-1,2,4-triazol-5-yl]-2-azaspiro[3.3]heptane-2-carbonyl]-2-azaspiro[3.3]heptan-6-yl]methyl]-3-fluoro-benzonitrile